C1(=CC=CC=C1)NC=1SC=C(N1)C1=CC=CC=C1 N,4-diphenylthiazol-2-amine